2-methyl-2-(2,2,6,6-tetramethyl-4-piperidyl)amino-N-(2,2,6,6-tetramethyl-4-piperidyl)propionamide CC(C(=O)NC1CC(NC(C1)(C)C)(C)C)(C)NC1CC(NC(C1)(C)C)(C)C